ClC(C(=O)N1CCCCCC1)Cl 1-dichloroacetylazepane